N-(3-(1-chloro-2,2-dimethylpropyl)-5-methoxypyridin-4-yl)pivalamide ClC(C(C)(C)C)C=1C=NC=C(C1NC(C(C)(C)C)=O)OC